5-Aminolevulinic acid phosphate P(=O)(O)(O)O.NCC(CCC(=O)O)=O